[4-(3-{5-[(R)-(1,3-Dimethyl-azetidin-3-yl)-hydroxy-(4-isopropyl-phenyl)-methyl]-pyridin-3-yl}-[1,2,4]oxadiazol-5-yl)-piperidin-1-yl]-phenyl-methanone CN1CC(C1)(C)[C@@](C=1C=C(C=NC1)C1=NOC(=N1)C1CCN(CC1)C(=O)C1=CC=CC=C1)(C1=CC=C(C=C1)C(C)C)O